3-methoxy-3,8,8,9,9-pentamethyl-2-oxa-7-thia-3,8-disiladecane CO[Si](OC)(CCCS[Si](C(C)(C)C)(C)C)C